Cl.N1C=CC=2C1=NC=CC2N2CCSC(=C2)C(=O)N2[C@@H](CCCC2)CN (S)-(4-(1H-pyrrolo[2,3-b]pyridin-4-yl)-3,4-dihydro-2H-1,4-thiazin-6-yl)(2-(aminomethyl)piperidin-1-yl)methanone hydrochloride